FC1=CC=C(C=C1)C=1N=CN(C1C=1C=C2C=C(C=NC2=CC1)C#C[C@H](C)O)C (S)-4-(6-(4-(4-fluorophenyl)-1-methyl-1H-imidazol-5-yl)quinolin-3-yl)but-3-yn-2-ol